OC(CC1=CC=C(C=C1)O)(P(O)(O)=O)P(O)(O)=O (1-hydroxy-2-(4-hydroxyphenyl)ethane-1,1-diyl)bis(phosphonic acid)